ethyl (3R,4R)-4-[1-methyl-5-(trifluoromethyl) pyrazol-3-yl]-2-oxo-pyrrolidine-3-carboxylate CN1N=C(C=C1C(F)(F)F)[C@@H]1[C@H](C(NC1)=O)C(=O)OCC